methyl 4-amino-3-(4-oxaspiro[2.4]heptan-6-ylamino)benzoate NC1=C(C=C(C(=O)OC)C=C1)NC1COC2(CC2)C1